(S)-7-bromo-6-fluoro-2-methyl-9-(piperidin-1-ylmethyl)-9,10-dihydro-8-oxa-2,4,10a-triazanaphtho[2,1,8-cde]azulen-1(2H)-one BrC1=C(C=C2N=CC=3N(C(N4C[C@@H](OC1=C2C34)CN3CCCCC3)=O)C)F